(5-cyclopropyl-2-(methylsulfonyl)naphthalen-1-yl)-4-fluorobenzamide C1(CC1)C1=C2C=CC(=C(C2=CC=C1)C1=C(C(=O)N)C=CC(=C1)F)S(=O)(=O)C